CC=1C(=NC(=CC1)OCC1=C(C=C(C=C1)Cl)F)Br methyl-2-bromo-6-((4-chloro-2-fluorobenzyl)oxy)pyridine